Tin Tetrahydride tin [Sn].[SnH4]